C1(CC1)N1C(=NC2=C(C=C(C=C2C1=O)C)C(C)NC1=C(C(=O)O)C=CC=C1)N1CCC(CC1)(C)C 2-((1-(3-cyclopropyl-2-(4,4-dimethylpiperidin-1-yl)-6-methyl-4-oxo-3,4-dihydroquinazolin-8-yl)ethyl)amino)benzoic acid